BrC1=C(C=NN1CCO)C 2-(5-bromo-4-methyl-1H-pyrazol-1-yl)ethan-1-ol